ethyl-5-methylenenonan-4-ol C(C)CCCC(C(CCCC)=C)O